CC1=C(C=CC=C1C(F)(F)F)C(C)C1=NN=C(C2=CC(=CC=C12)N1CCN(CC1)C)N (1-(2-methyl-3-(trifluoromethyl)phenyl)ethyl)-7-(4-methylpiperazin-1-yl)phthalazin-1-amine